C(C)OCC=1N(C2=C(C(=NC=3C=CC=CC23)NC(C2=CC=CC=C2)(C2=CC=CC=C2)C2=CC=CC=C2)N1)C[C@@H](C)O[P@](=O)(OC1=CC=CC=C1)N[C@@H](C)C(=O)OC(C)C isopropyl ((S)-(((R)-1-(2-(ethoxymethyl)-4-(triphenylmethylamino)-1H-imidazo[4,5-c]quinolin-1-yl) propan-2-yl) oxy)(phenoxy) phosphoryl)-L-alaninate